Dimethyl 5-hydroxy-4,7-dimethyl-1,3-dihydroindene-2,2-dicarboxylate Sodium [Na].OC=1C(=C2CC(CC2=C(C1)C)(C(=O)OC)C(=O)OC)C